2,5-di-methylhexyne CC(C)C#CC(C)C